3-chloro-5-(4-fluorophenyl)picolinonitrile ClC=1C(=NC=C(C1)C1=CC=C(C=C1)F)C#N